5-fluoro-4-(trifluoromethoxy)aniline FC=1C(=CC=C(N)C1)OC(F)(F)F